tert-Butyl 4-(2-(2-(3-(2,4-dioxotetrahydropyrimidin-1(2H)-yl)phenoxy)acetamido)ethyl)piperazine-1-carboxylate O=C1N(CCC(N1)=O)C=1C=C(OCC(=O)NCCN2CCN(CC2)C(=O)OC(C)(C)C)C=CC1